3-hydroxy-5-(4-methylpiperazine-1-carbonyl)-N-(4-(pyridin-2-yl)thiazol-2-yl)benzamide OC=1C=C(C(=O)NC=2SC=C(N2)C2=NC=CC=C2)C=C(C1)C(=O)N1CCN(CC1)C